CCC=CC(CCC)=O oct-3-en-5-one